Methyl 1-(3-(5-amino-2-chloro-4-fluoro-3-methylbenzoylamino)-4-(4-methylpiperazin-1-yl)phenyl)-1H-1,2,3-triazol-4-carboxylate NC=1C(=C(C(=C(C(=O)NC=2C=C(C=CC2N2CCN(CC2)C)N2N=NC(=C2)C(=O)OC)C1)Cl)C)F